1-(tert-butyl) 3-methyl 5-(difluoromethoxy)piperidine-1,3-dicarboxylate FC(OC1CC(CN(C1)C(=O)OC(C)(C)C)C(=O)OC)F